FC(C(/C(=C(/C(C(C(F)(F)F)(F)F)(F)F)\F)/F)(F)F)(F)F (E)-1,1,1,2,2,3,4,5,5,6,6,7,7,7-tetradecafluoro-3-heptene